2-(4-(5-(4-isopropyl-5-(8-methyl-[1,2,4]triazolo[1,5-a]pyridin-6-yl)-1H-pyrazol-3-yl)thiazol-2-yl)piperidin-1-yl)acetonitrile C(C)(C)C=1C(=NNC1C=1C=C(C=2N(C1)N=CN2)C)C2=CN=C(S2)C2CCN(CC2)CC#N